FC=1C(=C(C=CC1F)[C@H]1[C@H](O[C@@]([C@H]1C)(C(F)(F)F)C)C(=O)NC=1C=C(C=NC1)C(=O)N)OC 5-[[(2S,3S,4S,5S)-3-(3,4-difluoro-2-methoxy-phenyl)-4,5-dimethyl-5-(trifluoromethyl)tetrahydrofuran-2-carbonyl]amino]pyridine-3-carboxamide